tert-butyl 4-(5-(8-aminoimidazo[1,2-a]pyridin-5-yl)-4-(bis(tert-butoxycarbonyl)amino)-7H-pyrrolo[2,3-d]pyrimidin-7-yl)piperidine-1-carboxylate NC=1C=2N(C(=CC1)C1=CN(C=3N=CN=C(C31)N(C(=O)OC(C)(C)C)C(=O)OC(C)(C)C)C3CCN(CC3)C(=O)OC(C)(C)C)C=CN2